NC1=C(C(=O)O)C(=CC(=C1)Cl)Cl 2-amino-4,6-dichloro-benzoic acid